4-amino-N-((S)-cyclopropyl(5-(trifluoromethyl)-2-pyridinyl)methyl)-N-ethyl-1,3-dihydrofuro[3,4-c]quinoline-8-carboxamide NC1=NC=2C=CC(=CC2C2=C1COC2)C(=O)N(CC)[C@H](C2=NC=C(C=C2)C(F)(F)F)C2CC2